Cl.NCCC=C(C(=O)N)C aminoethyl-methacrylamide hydrochloride salt